(4-Aminophenylthio)guanosine NC1=CC=C(C=C1)S[C@@]1([C@H](O)[C@H](O)[C@@H](CO)O1)N1C=NC=2C(=O)NC(N)=NC12